3-(3-(trichloromethyl)phenyl)-1,5-dimethylpyrazol-4-ol ClC(C=1C=C(C=CC1)C1=NN(C(=C1O)C)C)(Cl)Cl